(S)-4-(6-(acetoxymethyl)-2-(methylthio)-5-nitropyrimidin-4-yl)-2-(cyanomethyl)piperazine-1-carboxylate C(C)(=O)OCC1=C(C(=NC(=N1)SC)N1C[C@@H](N(CC1)C(=O)[O-])CC#N)[N+](=O)[O-]